glycerol didecanoate C(CCCCCCCCC)(=O)OCC(OC(CCCCCCCCC)=O)CO